N-[N-[3-(3-hydroxy-4-methoxyphenyl)propyl]-alpha-aspartyl]-L-phenylalanine OC=1C=C(C=CC1OC)CCCN[C@@H](CC(O)=O)C(=O)N[C@@H](CC1=CC=CC=C1)C(=O)O